C1(CCC1)CNC(C1=CC=C(C=C1)C1=NN2C(N=CC(=C2)C(C2=C(C=CC(=C2)[N+](=O)[O-])O)=O)=C1)=O N-(cyclobutylmethyl)-4-[6-(2-hydroxy-5-nitrobenzoyl)pyrazolo[1,5-a]pyrimidin-2-yl]benzamide